[3-(trifluoromethyl)oxetan-3-yl] 4-[3-[3-fluoro-4-[2-oxo-2-[3-[[[(2S,3R,4R,5R)-2,3,4,5,6-pentahydroxyhexyl] amino]methyl]azetidin-1-yl] ethyl]phenoxy]propyl]piperidine-1-carboxylate FC=1C=C(OCCCC2CCN(CC2)C(=O)OC2(COC2)C(F)(F)F)C=CC1CC(N1CC(C1)CNC[C@@H]([C@H]([C@@H]([C@@H](CO)O)O)O)O)=O